BrC1=CC=C2C(CC3(CCN(CC3)C(=O)OC(C)(C)C)OC2=C1)=O tert-butyl 7-bromo-4-oxospiro[chroman-2,4'-piperidine]-1'-carboxylate